C1(=C(N=NN=C1Cl)Cl)Cl trichlorotriazine